3-hydroxypropyl-3-propyloxetane OCCCC1OCC1CCC